((6-(6-cyclopropyl-2-((4-(2-methyl-2,7-diazaspiro[3.5]nonan-7-yl)phenyl)amino)-7H-pyrrolo[2,3-d]pyrimidin-7-yl)pyridin-2-yl)imino)dimethyl-λ6-sulfanone C1(CC1)C1=CC2=C(N=C(N=C2)NC2=CC=C(C=C2)N2CCC3(CN(C3)C)CC2)N1C1=CC=CC(=N1)N=S(=O)(C)C